ethyl (R)-2-(2-((tert-butoxycarbonyl)amino)-2-(4-(4-methylthiazol-5-yl)phenyl)ethoxy)acetate C(C)(C)(C)OC(=O)N[C@@H](COCC(=O)OCC)C1=CC=C(C=C1)C1=C(N=CS1)C